(2-((5-((2-methoxy-3-(1-methyl-1H-1,2,4-triazol-3-yl)phenyl)amino)-6-(methylcarbamoyl)pyridazin-3-yl)amino)-2-oxoethyl)octanediamide COC1=C(C=CC=C1C1=NN(C=N1)C)NC=1C=C(N=NC1C(NC)=O)NC(CC(C(=O)N)CCCCCC(=O)N)=O